N-iso-Pentyl-2-methoxy-4-morpholino-1H-benzo[d]imidazole-1-carboxamide C(CC(C)C)NC(=O)N1C(=NC2=C1C=CC=C2N2CCOCC2)OC